C1(=CC=CC=C1)SC1=NC=C(C=C1)CN1N=CC(=C1)C=1C=NC=CC1 2-(phenylthio)-5-((4-(pyridin-3-yl)-1H-pyrazol-1-yl)methyl)pyridine